[10-(3-morpholinyl)propionyl-10H-phenothiazin-2-yl]carbamic acid ethyl ester hydrochloride Cl.C(C)OC(NC1=CC=2N(C3=CC=CC=C3SC2C=C1)C(CCC1NCCOC1)=O)=O